3-{[1-(acetoxy)-3-methylpentan-2-yl]carbamoyl}-3-aminopropionic acid C(C)(=O)OCC(C(CC)C)NC(=O)C(CC(=O)O)N